C1(CCCCCC=CCCCCCCCC1)=O 7-cyclohexadecen-1-one